1-(2-(1-benzyl-5-methyl-1H-pyrazol-4-yl)-2-oxoethyl)-6-fluoro-5-vinylpyridin-2(1H)-one C(C1=CC=CC=C1)N1N=CC(=C1C)C(CN1C(C=CC(=C1F)C=C)=O)=O